C(C=C)OCC=1C(=NC(=CC1)Br)NC(=O)[C@H]1N([C@@H]2C[C@@]2(C1)CNC(C(CC=C)(C)C)=O)C(=O)OC(C)(C)C (1R,3S,5R)-tert-Butyl 3-(3-(Allyloxymethyl)-6-bromopyridin-2-ylcarbamoyl)-5-((2,2-dimethylpent-4-enamido)methyl)-2-azabicyclo[3.1.0]hexane-2-carboxylate